23,26-Dioxo-26-((5-sulfamoyl-1,3,4-thiadiazol-2-yl)amino)-4,7,10,13,16,19-hexaoxa-22-azahexacosanoic acid O=C(NCCOCCOCCOCCOCCOCCOCCC(=O)O)CCC(NC=1SC(=NN1)S(N)(=O)=O)=O